N1(N=CC=C1)C1=CC=C(CN(C=2OC=C(N2)CN2CCN(CC2)C)CC2=CC(=CC=C2)OC)C=C1 N-(4-(1H-pyrazol-1-yl)benzyl)-N-(3-methoxybenzyl)-4-((4-methylpiperazin-1-yl)methyl)oxazol-2-amine